ClC=1C(=NC(=NC1)NC1=CC(=CC=C1)OCCN1CCOCC1)N1C=CC2=CC(=CC=C12)NC(C=C)=O N-[1-[5-chloro-2-[3-(2-morpholinoethoxy)anilino]pyrimidin-4-yl]indol-5-yl]prop-2-enamide